4-((2-((3R,4R)-3-Amino-4-fluoro-1-piperidinyl)-5,7-difluoro-1H-benzimidazol-1-yl)methyl)benzonitril N[C@@H]1CN(CC[C@H]1F)C1=NC2=C(N1CC1=CC=C(C#N)C=C1)C(=CC(=C2)F)F